(R)-3-(5-(((1s,3s,4R)-2-ethyl-2-azabicyclo[2.2.1]heptan-3-yl)methoxy)-1-oxoisoindolin-2-yl)piperidine-2,6-dione C(C)N1[C@H]2CC[C@@H]([C@H]1COC=1C=C3CN(C(C3=CC1)=O)[C@H]1C(NC(CC1)=O)=O)C2